COC/C=C/CNCC(=O)O 2-[[(E)-4-methoxybut-2-enyl]-amino]acetic acid